[N+](=O)([O-])C1=C(C=CC(=C1)C1=CC=CC=C1)C1=CC=CC=C1 2'-nitro-1,1':4',1''-terphenyl